C(C)(C)(C)C1N2C(C3=CC(=C(C=C3C1)C1=CN=C(S1)COC(F)F)OC)=CC(C(=C2)C(=O)O)=O 6-tert-butyl-9-{2-[(difluoromethoxy)methyl]thiazol-5-yl}-10-methoxy-2-oxo-6,7-dihydro-2H-pyrido[2,1-a]isoquinoline-3-carboxylic Acid